1-(5-(6',8'-dihydrospiro[chroman-4,9'-pyrido[3',2':4,5]imidazo[2,1-c][1,4]oxazin]-2'-yl)pyrimidin-2-yl)piperidin-3-ol N1=C(C=CC=2N=C3COCC4(N3C21)CCOC2=CC=CC=C24)C=2C=NC(=NC2)N2CC(CCC2)O